2-((5-(3-(N-(1-((3-Aminobenzyl)sulfonyl)piperidin-4-yl)isobutyramido)phenyl)-2-(tert-butoxycarbonyl)-4-chlorothiophen-3-yl)oxy)acetic acid NC=1C=C(CS(=O)(=O)N2CCC(CC2)N(C(C(C)C)=O)C=2C=C(C=CC2)C2=C(C(=C(S2)C(=O)OC(C)(C)C)OCC(=O)O)Cl)C=CC1